tert-butyl N-[6-chloro-4-[(15R)-15-methyl-13-oxo-11-thia-6,14,17-triazatetracyclo[8.8.0.0^2,7.0^12,18]octadeca-1(10),2(7),3,5,8,12(18)-hexaen-5-yl]pyridazin-3-yl]-N-methyl-carbamate ClC1=CC(=C(N=N1)N(C(OC(C)(C)C)=O)C)C=1C=CC=2C=3C=4NC[C@H](NC(C4SC3C=CC2N1)=O)C